Cl.N[C@H](C(=O)NC1C(NC(CC1)=O)=O)C1=CC=CC=C1 (2S)-2-amino-N-(2,6-piperidinedione-3-yl)-2-phenylacetamide hydrochloride